C(C)(C)(C)NC(CN1CCC(CC1)(C)CNC(C1=CC(=CC=C1)OC)=O)=O N-((1-(2-(tert-butylamino)-2-oxoethyl)-4-methylpiperidin-4-yl)methyl)-3-methoxybenzamide